2-benzyl-4-chloropyrido[3,2-c]pyridazine-3,6(2h,5h)-dione C(C1=CC=CC=C1)N1N=C2C(=C(C1=O)Cl)NC(C=C2)=O